3-amino-1-(3-(2-propylpentyloxy)phenyl)propan-1-ol NCCC(O)C1=CC(=CC=C1)OCC(CCC)CCC